(R/S)-(4-((2-(difluoromethyl)-2H-tetrazol-5-yl)(phenyl)methyl)piperazin-1-yl)(4-(5-(1-methyl-1H-imidazol-5-yl)benzo[d]oxazol-2-yl)pyridin-2-yl)methanone FC(N1N=C(N=N1)[C@H](N1CCN(CC1)C(=O)C1=NC=CC(=C1)C=1OC2=C(N1)C=C(C=C2)C2=CN=CN2C)C2=CC=CC=C2)F |r|